4-methyl-1-{[(2S)-5-oxopyrrolidin-2-yl]methoxy}-7-(prop-2-yloxy)isoquinoline-6-carboxamide CC1=CN=C(C2=CC(=C(C=C12)C(=O)N)OC(C)C)OC[C@H]1NC(CC1)=O